C(=C)[Si](OCC(OC)OC)(OCC(OC)OC)OCC(OC)OC vinyl-tris(dimethoxyethoxy)silane